(((2R,3S,5R)-5-(4-amino-2-chloro-7H-pyrrolo[2,3-d]pyrimidin-7-yl)-2-ethynyl-3-hydroxytetrahydrofuran-2-yl)methoxy)methyl isobutyrate C(C(C)C)(=O)OCOC[C@]1(O[C@H](C[C@@H]1O)N1C=CC2=C1N=C(N=C2N)Cl)C#C